4-iodolutidine IC1=CC(=NC(=C1)C)C